C(#N)C1CN(CCC1)C(=O)OCC1=CC=CC=C1 benzyl 3-cyanopiperidine-1-carboxylate